ethyl 2-[4-[2-[4-(6-hydroxyhexoxy)phenyl]-ethynyl]-benzoyl]oxy-5-(4-iodobenzoyl)oxy-benzoate OCCCCCCOC1=CC=C(C=C1)C#CC1=CC=C(C(=O)OC2=C(C(=O)OCC)C=C(C=C2)OC(C2=CC=C(C=C2)I)=O)C=C1